6-(3-Aminopyrrolidin-1-yl)-1-(cyclobutylmethyl)-4-oxo-1,4-dihydro-quinoline-3-carboxylic acid ethyl ester C(C)OC(=O)C1=CN(C2=CC=C(C=C2C1=O)N1CC(CC1)N)CC1CCC1